C(C)N1C(NC2=C(C1=O)SC(=C2)C(=O)OC)=O methyl 3-ethyl-2,4-dioxo-1,2,3,4-tetrahydrothieno[3,2-d]pyrimidine-6-carboxylate